trans-N-(4-Chlorophenyl)-2-(4-(3-((2-oxopyrrolidin-1-yl)methyl)phenyl)cyclohexyl)acetamide ClC1=CC=C(C=C1)NC(C[C@@H]1CC[C@H](CC1)C1=CC(=CC=C1)CN1C(CCC1)=O)=O